COC1=CC=C(C=C1)NS(=O)(=O)C1=C(C=CC=C1)C(=C)C N-(4-methoxyphenyl)-2-isopropenylbenzenesulfonamide